N-(4-bromopyridin-2-yl)-N-methylmercaptothioformamide BrC1=CC(=NC=C1)N(C=S)SC